C(C)(C)(C)P(C1=C(C(=CC=C1OC)OC)C1=C(C=C(C=C1C(C)C)C(C)C)C(C)C)C(C)(C)C 2-(di-t-butylphosphino)-3,6-dimethoxy-2',4',6'-tri-i-propyl-1,1'-biphenyl